CN1N=C(C(=C1)C=O)C 1,3-dimethylpyrazole-4-formaldehyde